N-(4-(1-isopropyl-4-(trifluoromethyl)-1H-imidazol-2-yl)benzyl)-2-(1-isopropyl-4-methyl-1H-pyrazol-5-yl)imidazo[2,1-f][1,2,4]triazin-4-amine C(C)(C)N1C(=NC(=C1)C(F)(F)F)C1=CC=C(CNC2=NC(=NN3C2=NC=C3)C3=C(C=NN3C(C)C)C)C=C1